5-(4-((5-((3-((2,6-dimethylphenyl)amino)-1-methyl-1H-pyrazolo[3,4-d]pyrimidin-6-yl)amino)isoIndolin-2-yl)methyl)piperidin-1-yl)-2-(2,6-dioxopiperidin-3-yl)isoindoline-1,3-dione CC1=C(C(=CC=C1)C)NC1=NN(C2=NC(=NC=C21)NC=2C=C1CN(CC1=CC2)CC2CCN(CC2)C=2C=C1C(N(C(C1=CC2)=O)C2C(NC(CC2)=O)=O)=O)C